(3S,4S)-1-(4-((5-isopropyl-8-((2S,3R)-2-methyl-3-(4-methyl-4H-1,2,4-triazol-3-yl)azetidin-1-yl)isoquinolin-3-yl)amino)pyrimidin-2-yl)-4-methoxypiperidin-3-ol C(C)(C)C1=C2C=C(N=CC2=C(C=C1)N1[C@H]([C@@H](C1)C1=NN=CN1C)C)NC1=NC(=NC=C1)N1C[C@@H]([C@H](CC1)OC)O